CC1(OB(OC1(C)C)C=1C=C(CNS(=O)(=O)CC(=O)N)C=CC1)C 2-(N-(3-(4,4,5,5-tetramethyl-1,3,2-dioxaborolan-2-yl)benzyl)sulfamoyl)acetamide